N1(CCNCC1)CCCN1C(NC2=C1C=CC=C2)=O 1,3-dihydro-1-[3-(1-piperazinyl)propyl]2H-benzimidazol-2-one